(rac)-tert-butyl (2S,3S)-3-amino-2-(3-bromo-2-fluorobenzyl)piperidine-1-carboxylate N[C@@H]1[C@@H](N(CCC1)C(=O)OC(C)(C)C)CC1=C(C(=CC=C1)Br)F |r|